ClC1=C(C=CC=C1F)C1=CC(=CC2=C1NC(=NS2(=O)=O)O)F 5-(2-chloro-3-fluorophenyl)-7-fluoro-3-hydroxy-4H-benzo[e][1,2,4]thiadiazine 1,1-dioxide